Ethyl 4-(4-methoxyphenyl)butanoate COC1=CC=C(C=C1)CCCC(=O)OCC